tert-butyl 4-(3-(difluoromethyl)-4-(5-morpholinopyrazolo[1,5-a]pyrimidine-3-carboxamido)-1H-pyrazol-1-yl)piperidine-1-carboxylate FC(C1=NN(C=C1NC(=O)C=1C=NN2C1N=C(C=C2)N2CCOCC2)C2CCN(CC2)C(=O)OC(C)(C)C)F